N-[(1S)-1-[[2-chloro-5-(1-isopropyl-6-oxo-3-pyridyl)phenyl]methyl]-2-[4-(2,4-dimethylpyrazol-3-yl)anilino]-2-oxo-ethyl]-1H-imidazole-4-carboxamide ClC1=C(C=C(C=C1)C1=CN(C(C=C1)=O)C(C)C)C[C@@H](C(=O)NC1=CC=C(C=C1)C=1N(N=CC1C)C)NC(=O)C=1N=CNC1